methyl 1-(1-(tert-butoxycarbonyl) azetidin-3-yl)-1H-1,2,4-triazole-3-carboxylate C(C)(C)(C)OC(=O)N1CC(C1)N1N=C(N=C1)C(=O)OC